BrC1=NOC2(C1)CCN(CC2)C(=O)OC(C)(C)C tert-butyl 3-bromo-1-oxa-2,8-diazaspiro[4.5]dec-2-ene-8-carboxylate